C(C)(C)C=1C=C(C=CC1)C1=CC=C(C=C1)C(C)C 3,4'-diisopropylbiphenyl